C1(CC1)C(C#CC1=CC(=CC=C1)[N+](=O)[O-])=O 1-cyclopropyl-3-(3-nitrophenyl)prop-2-yn-1-one